(2R)-2-(5-Chloro-2-methoxypyridin-4-yl)-1-[(3S)-3-{[6-methyl-5-(2-methyl-2H-tetrazol-5-yl)pyridin-2-yl]amino}pyrrolidin-1-yl]propan-1-one ClC=1C(=CC(=NC1)OC)[C@H](C(=O)N1C[C@H](CC1)NC1=NC(=C(C=C1)C=1N=NN(N1)C)C)C